1-(rel-(1R,2S)-2-(benzyloxy)cyclobutyl)-N,N-bis(4-methoxybenzyl)-1H-pyrazole-3-sulfonamide C(C1=CC=CC=C1)O[C@@H]1[C@@H](CC1)N1N=C(C=C1)S(=O)(=O)N(CC1=CC=C(C=C1)OC)CC1=CC=C(C=C1)OC |o1:8,9|